(4-bromo-3-(bromomethyl)phenoxy)propionic acid ethyl ester C(C)OC(C(C)OC1=CC(=C(C=C1)Br)CBr)=O